Methyl 3-(benzo[d][1,3]dioxol-5-yl)-3-(7-(2-((4,4-difluorocyclohexyl)amino)-2-oxoethoxy)naphthalen-2-yl)propanoate O1COC2=C1C=CC(=C2)C(CC(=O)OC)C2=CC1=CC(=CC=C1C=C2)OCC(=O)NC2CCC(CC2)(F)F